C1(=CC=CC=C1)S=C=NP(O)(O)=O.C1(=CC=CC=C1)N=C=S phenyl isothiocyanate (phenyl phosphoroisothiocyanatidate)